Cl.C(=O)C1=CC=C(C[N+]=2C=NCC2)C=C1.C(=O)C1=CC=C(C[N+]=2C=NCC2)C=C1.C(=O)C1=CC=C(C[N+]=2C=NCC2)C=C1 tris(1-(4-formylbenzyl)-4H-imidazol-1-ium) hydrochloride